3-[[[[1-cyclohexyl-3-[[(1,1-dimethylethoxy)carbonyl]amino]propoxy]carbonyl]oxy]methyl]-2-methyl-1-[(2,3,4,9-tetrahydro-9-methyl-4-oxo-1H-carbazol-3-yl)methyl]-1H-imidazolium chloride [Cl-].C1(CCCCC1)C(CCNC(=O)OC(C)(C)C)OC(=O)OC[N+]1=C(N(C=C1)CC1CCC=2N(C3=CC=CC=C3C2C1=O)C)C